C(C)(=O)N1CCC(=CC1)C1=CC2=C(N=C(N=C2C=2C(=C(C=CC2)N2C(C3=C(C=C(C=C3C=C2)C2CC2)F)=O)CO)N)N1 2-{3-[6-(1-acetyl-1,2,3,6-tetrahydropyridin-4-yl)-2-amino-7H-pyrrolo[2,3-d]pyrimidin-4-yl]-2-(hydroxymethyl)phenyl}-6-cyclopropyl-8-fluoroisoquinolin-1(2H)-one